2-(4-((2,5-Dioxo-3-phenylimidazolin-1-yl)methyl)-2,6-dimethylphenoxy)-2-methylpropionic Acid O=C1N(C(CN1C1=CC=CC=C1)=O)CC1=CC(=C(OC(C(=O)O)(C)C)C(=C1)C)C